4-(benzo[d]oxazol-2(3H)-on-5-yl)-N2-(6,7,8,9-tetrahydro-5H-benzo[7]annulen-5-on-3-yl)-5-methylpyrimidine-2,4-diamine O1C(NC2=C1C=CC(=C2)C2(NC(=NC=C2C)NC2=CC1=C(CCCCC1=O)C=C2)N)=O